N-((4bS,9bS)-1-amino-4b-hydroxy-7-isopropyl-10-oxo-4b,10-dihydro-9bH-indeno[1,2-b]benzofuran-9b-yl)acetamide NC1=C2C([C@@]3([C@@](OC4=C3C=CC(=C4)C(C)C)(C2=CC=C1)O)NC(C)=O)=O